N-(4-benzyl-1H-pyrazol-3-yl)-2-cyclopropyl-5-fluoropyridine-4-carboxamide C(C1=CC=CC=C1)C=1C(=NNC1)NC(=O)C1=CC(=NC=C1F)C1CC1